methyl 7-(3,6-dihydro-2H-pyran-4-yl)-1-oxo-1,2-dihydro-isoquinoline-3-carboxylate O1CCC(=CC1)C1=CC=C2C=C(NC(C2=C1)=O)C(=O)OC